6-bromo-7,8-difluoro-2H-isoquinolin-1-one BrC=1C=C2C=CNC(C2=C(C1F)F)=O